(3-fluoroazetidin-3-yl)methanol 2,2,2-trifluoroacetate salt FC(C(=O)O)(F)F.FC1(CNC1)CO